benzyl 3-((tert-butoxycarbonyl)amino)-5-hydroxypiperidine-1-carboxylate C(C)(C)(C)OC(=O)NC1CN(CC(C1)O)C(=O)OCC1=CC=CC=C1